(6-aminopyridine-2-yl)(morpholino)methanone methyl-(trans)-2-(2-(6,6-difluorohexahydropyrrolo[3,2-b]pyrrol-1(2H)-yl)ethyl)cyclopropane-1-carboxylate COC(=O)[C@H]1[C@@H](C1)CCN1C2C(CC1)NCC2(F)F.NC2=CC=CC(=N2)C(=O)N2CCOCC2